5-fluoro-2-(piperazin-1-yl)pyrimidine hydrochloride Cl.FC=1C=NC(=NC1)N1CCNCC1